CC1(N(C(C1)=O)OS(=O)(=O)O)C dimethyl-4-oxo-1-(sulfooxy)azetidin